2,4-difluoro-N-[[4-[5-(trifluoromethyl)-1,2,4-oxadiazol-3-yl]phenyl]methyl]benzenesulfonamide FC1=C(C=CC(=C1)F)S(=O)(=O)NCC1=CC=C(C=C1)C1=NOC(=N1)C(F)(F)F